(1S,2R)-2-(3-methylbenzyl)-2,3-dihydro-1H-inden-1-ol CC=1C=C(C[C@H]2[C@@H](C3=CC=CC=C3C2)O)C=CC1